C(C1=CC=CC=C1)N1C(=NC2=C1C=CC=C2)C2=CC(=CC=C2)Cl 1-benzyl-2-(3-chlorophenyl)-benzo[d]imidazole